6-Bromooxazolo[5,4-c]pyridin-2(1H)-one BrC1=CC2=C(C=N1)OC(N2)=O